ClC1=C(C=CC=C1NC=1N=NC(=CC1)C1CC1)[C@@]1(CC(N(C(N1)=N)C1CCOCC1)=O)C (6S)-6-{2-Chloro-3-[(6-cyclopropylpyridazin-3-yl)amino]-phenyl}-2-imino-6-methyl-3-(tetrahydropyran-4-yl)-hexahydropyrimidin-4-one